chloro-7-fluoronaphthalene-1-yl pivalate C(C(C)(C)C)(=O)OC1=C(C=CC2=CC=C(C=C12)F)Cl